(R)-4-(4-((1-(3-((4-(dimethylamino)cyclohexyl)difluoromethyl)-2-fluorophenyl)ethyl)amino)-7-methoxypyrido[2,3-d]pyrimidin-6-yl)tetrahydro-2H-thiopyran 1,1-dioxide CN(C1CCC(CC1)C(C=1C(=C(C=CC1)[C@@H](C)NC=1C2=C(N=CN1)N=C(C(=C2)C2CCS(CC2)(=O)=O)OC)F)(F)F)C